benzyl (3S)-3-[(2S)-1,2-dihydroxypropan-2-yl]piperidine-1-carboxylate OC[C@@](C)(O)[C@@H]1CN(CCC1)C(=O)OCC1=CC=CC=C1